ClC1OC2=C(C=CC=C2CC1)C(=O)NCC1(CCCCCC1)C1=CC=C(C=C1)Cl chloro-N-((1-(4-chlorophenyl)cycloheptyl)methyl)chroman-8-carboxamide